6-(4-chloro-3-fluorophenyl)-2-methyl-N-{1-[3-(1-methyl-1H-pyrazol-4-yl)phenyl]ethyl}pyrimidin ClC1=C(C=C(C=C1)C1=CC=NC(N1C(C)C1=CC(=CC=C1)C=1C=NN(C1)C)C)F